2-(6-(2,6-dichloro-3,5-dimethoxyphenyl)-4,5,6,7-tetrahydro-1H-indazol-3-yl)aniline ClC1=C(C(=C(C=C1OC)OC)Cl)C1CCC=2C(=NNC2C1)C1=C(N)C=CC=C1